N-(3-chloro-4-fluorophenyl)-N-((5-(5-(difluoromethyl)-1,3,4-oxadiazol-2-yl)pyridin-2-yl)methyl)-1-(1-(methylsulfonyl)azetidin-3-yl)piperidine-4-sulfonamide ClC=1C=C(C=CC1F)N(S(=O)(=O)C1CCN(CC1)C1CN(C1)S(=O)(=O)C)CC1=NC=C(C=C1)C=1OC(=NN1)C(F)F